C12CN(CC(CC1)N2)C=2C=1N(N=CC2)C=C(C1)C=1C=NN(C1)C(F)(F)F 4-(3,8-diazabicyclo[3.2.1]oct-3-yl)-6-(1-(trifluoromethyl)-1H-pyrazol-4-yl)pyrrolo[1,2-b]pyridazine